3-[4-[(2-ethylbenzimidazol-1-yl)methyl]phenyl]-5-(trifluoromethyl)-1,2,4-oxadiazole C(C)C1=NC2=C(N1CC1=CC=C(C=C1)C1=NOC(=N1)C(F)(F)F)C=CC=C2